3-(2-(4-methoxyphenyl)-1,3-dioxan-4-yl)-1-phenylpropan-1-one COC1=CC=C(C=C1)C1OCCC(O1)CCC(=O)C1=CC=CC=C1